1-((isopropoxycarbonyloxy)methyl)-1H-pyrazole-3-carboxamide C(C)(C)OC(=O)OCN1N=C(C=C1)C(=O)N